N-(p-tolyl)-7-(5-(trifluoromethyl)-1,2,4-oxadiazol-3-yl)imidazo[1,2-a]pyridine-2-carboxamide C1(=CC=C(C=C1)NC(=O)C=1N=C2N(C=CC(=C2)C2=NOC(=N2)C(F)(F)F)C1)C